R-sulfate S(=O)(=O)([O-])[O-]